FC=1C=C(C=C(C1)F)N1CC(CC1=O)(C(=O)NCC1=CC(=NC=C1)N1CCOCC1)C 1-(3,5-difluorophenyl)-3-methyl-N-[(2-morpholin-4-ylpyridin-4-yl)methyl]-5-oxopyrrolidine-3-carboxamid